N-[(4-methoxyphenyl)methyl]{[4-(3-pyridylmethyl)phenyl]amino}carboxamide COC1=CC=C(C=C1)CNC(=O)NC1=CC=C(C=C1)CC=1C=NC=CC1